(E)-4,4,5,5-tetramethyl-2-(3-methylbut-1-en-1-yl)-1,3,2-dioxaborolane CC1(OB(OC1(C)C)\C=C\C(C)C)C